2-chloro-9-(tetrahydro-2H-pyran-3-yl)-7,9-dihydro-8H-purin-8-one ClC1=NC=C2NC(N(C2=N1)C1COCCC1)=O